2-chloro-7-(6-(cyclopentyloxy)pyridin-3-yl)-5,7-dihydro-6H-pyrrolo[2,3-d]pyrimidin-6-one ClC=1N=CC2=C(N1)N(C(C2)=O)C=2C=NC(=CC2)OC2CCCC2